C(CCCCCC\C=C/C\C=C/CCC)C=1C=C(C=C(C1)O)O 5-[(8Z,11Z)-pentadeca-8,11-dien-1-yl]benzene-1,3-diol